6-methyl-2-(5-azaspiro[2.4]heptane-5-yl)pyrimidine-4-carbohydrazide tert-butyl-2-cyclopropyl-4,6,7,8-tetrahydropyrazolo[4,3-c]azepine-5(2H)-carboxylate C(C)(C)(C)OC(=O)N1CC=2C(CCC1)=NN(C2)C2CC2.CC2=CC(=NC(=N2)N2CC1(CC1)CC2)C(=O)NN